C(CC)OC=1C=CC=NC1 5-propoxypyridin